N-[5-(4-aminophenyl)-2,4-dimethyl-pyrazol-3-yl]-N-methyl-4-(trifluoromethyl)benzamide NC1=CC=C(C=C1)C=1C(=C(N(N1)C)N(C(C1=CC=C(C=C1)C(F)(F)F)=O)C)C